N[C@H](C(=O)[C@@](N)(CCCCNC(CN1C(C=CC1=O)=O)=O)C(=O)O)CCN(C(CO)=O)[C@H](C(C)(C)C)C=1N(C=C(C1)C1=C(C=CC(=C1)F)F)CC1=CC=CC=C1 2-{(2S)-2-Amino-4-[{(1R)-1-[1-benzyl-4-(2,5-difluorophenyl)-1H-pyrrol-2-yl]-2,2-dimethylpropyl}(glycoloyl)amino]butanoyl}-N6-[(2,5-dioxo-2,5-dihydro-1H-pyrrol-1-yl)acetyl]-D-lysine